N-(1-Cyclopropylethyl)-10-hydroxy-N-methyl-10-((6-oxo-4-phenylpyrimidin-1(6H)-yl)methyl)-7-azaspiro[4.5]decane-7-carboxamide C1(CC1)C(C)N(C(=O)N1CC2(CCCC2)C(CC1)(CN1C=NC(=CC1=O)C1=CC=CC=C1)O)C